FC1(CCN(CCC1)C1=NC2=CC(=CC=C2C=C1C(=O)NC=1SC=C(N1)C(=O)N)F)F 2-(2-(4,4-difluoroazepan-1-yl)-7-fluoroquinoline-3-carboxamido)thiazole-4-carboxamide